BrC=1C=C2N(N=CC(=C2Cl)C(=NC2=C(C=C(C=C2)O[Si](C)(C)C(C)(C)C)C)N)C1 6-bromo-N'-[4-[tert-butyl(dimethyl)silyl]oxy-2-methyl-phenyl]-4-chloro-pyrrolo[1,2-b]-pyridazine-3-carboxamidine